tert-Butyl 3-(2-(diisopropylamino)-2-oxoethyl)-1H-indole-1-carboxylate C(C)(C)N(C(CC1=CN(C2=CC=CC=C12)C(=O)OC(C)(C)C)=O)C(C)C